FC=1C=C(C=C(C1)F)C=1CC(OC1)(C(=O)O)C(F)(F)F 4-(3,5-difluorophenyl)-2-trifluoromethyl-3H-furan-2-carboxylic acid